(R)-3-(8-(spiro[2.5]oct-5-en-6-yl)quinoline-3-carboxamido)butyric acid C1CC12CC=C(CC2)C=2C=CC=C1C=C(C=NC21)C(=O)N[C@@H](CC(=O)O)C